C1(=CC=CC=C1)C1=C(C(=CC(=C1)C1=CC=CC=C1)C1=CC=CC=C1)C1=CC(=CC=C1)N(C1=CC=C(C=C1)C1=CC=C(C=C1)C1=CC=CC=C1)C1=CC=C(C=C1)C1=CC2=CC=CC=C2C=C1 (3',5'-diphenyl-1,1':2',1''-terphenyl-3''-yl)-(4-naphthalen-2-yl-phenyl)-(1,1':4',1''-terphenyl-4-yl)-amine